fluorenacetophenone C1(=CC=CC=2C3=CC=CC=C3CC12)CC(=O)C1=CC=CC=C1